benzyl-1-((2-(2,4-bis(benzyloxy)-5-isopropylbenzoyl)isoindolin-5-yl)methyl)piperidine-4-carboxylic acid C(C1=CC=CC=C1)C1N(CCC(C1)C(=O)O)CC=1C=C2CN(CC2=CC1)C(C1=C(C=C(C(=C1)C(C)C)OCC1=CC=CC=C1)OCC1=CC=CC=C1)=O